CC1(NC2=CC=CC=C2C(=C1)C)C 2,2,4-Trimethyl-1,2-dihydroquinolin